terpyridinium [N+]1(=CC=CC=C1)[N+]=1C(=CC=CC1)[N+]1=CC=CC=C1